C1(CC1)C=1N=NN(C1)[C@H](C(=O)N1[C@@H](C[C@H](C1)O)C(=O)NC(C)C1C(C1)C=1C=C(C=CC1)C)C(C)(C)C (2S,4R)-1-[(2S)-2-(4-cyclopropyltriazol-1-yl)-3,3-dimethyl-butanoyl]-4-hydroxy-N-[1-[2-(m-tolyl)cyclopropyl]ethyl]pyrrolidine-2-carboxamide